2-(7-chloro-4-oxo-benzo[d][1,2,3]triazin-3(4H)-yl)acetic acid ClC=1C=CC2=C(N=NN(C2=O)CC(=O)O)C1